O=C1N(C(C=C1)=O)CCCC(=O)N[C@H](C(=O)O)C (S)-2-(4-(2,5-dioxo-2,5-dihydro-1H-pyrrol-1-yl)butanamido)propionic acid